1-(4-chlorophenyl)-2-cyclopropylpropane-1-one ClC1=CC=C(C=C1)C(C(C)C1CC1)=O